methyl 4-((((2-(2-(2,6-dioxopiperidin-3-yl)-1-oxoisoindolin-5-yl)pyridin-4-yl)methyl) (methyl)amino)methyl)benzoate O=C1NC(CCC1N1C(C2=CC=C(C=C2C1)C1=NC=CC(=C1)CN(C)CC1=CC=C(C(=O)OC)C=C1)=O)=O